(4-(methyl(phenethyl)amino)piperidin-1-yl)(3,3,5-trimethyl-2,3-dihydro-1H-pyrrolo[3,2-b]pyridin-1-yl)methanone CN(C1CCN(CC1)C(=O)N1CC(C2=NC(=CC=C21)C)(C)C)CCC2=CC=CC=C2